C(C=C)(=O)NC1CN(CCC1)C1=C2C(=C(NC2=C(C=C1)C(=O)N)C)C 4-(3-acrylamidopiperidin-1-yl)-2,3-dimethyl-1H-indole-7-carboxamide